C1(NC(C2=C1C1=C3C=4N(C5CCC(N3C=3C=CC=CC31)O5)C5=CC=CC=C5C24)=O)=O 9,10,11,12-Tetrahydro-9,12-epoxy-1H-diindolo[1,2,3-fg:3',2',1'-kl]pyrrolo[3,4-i][1,6]benzodiazocine-1,3(2h)-dione